(R)-3-(2-ethynyl-6-(4-methylpiperazin-1-yl)pyrimidin-4-yl)-10-methyl-9,10,11,12-tetrahydro-8H-[1,4]diazepino[5',6':4,5]thieno[3,2-f]quinolin C(#C)C1=NC(=CC(=N1)C1=NC=2C=CC3=C(C2C=C1)C1=C(S3)CN[C@@H](CN1)C)N1CCN(CC1)C